(S)-1-((2',6-bis(difluoromethyl)-[2,4'-bipyridyl]-5-yl)oxy)-2-methylpent-4-yn-2-amine FC(C1=NC=CC(=C1)C1=NC(=C(C=C1)OC[C@](CC#C)(N)C)C(F)F)F